Methyl tetrahydro-2H-pyran-4-carboxylate O1CCC(CC1)C(=O)OC